1,2,4-oxadiazol-5-yl propionate C(CC)(=O)OC1=NC=NO1